FC1=CC=C2C=CC=CC2=C1OC([2H])([2H])F 7-fluoro-8-(fluoromethoxy-d2)naphthalen